1-(5-(2-methoxypyridin-4-yl)-1H-pyrazole-3-carbonyl)piperidine-4-carboxamide COC1=NC=CC(=C1)C1=CC(=NN1)C(=O)N1CCC(CC1)C(=O)N